C(C)C1=C(NC2=CC=C(C=C12)C1CCN(CC1)C(C)C)C1=CC(=NC=C1)C 3-ethyl-5-(1-isopropylpiperidin-4-yl)-2-(2-methylpyridin-4-yl)-1H-indole